The molecule is an N-acylglycine in which the acyl group is specified as (9Z,12Z,15Z)-octadecatrienoyl (linolenoyl). It is a N-acylglycine and a fatty amide. It derives from an alpha-linolenic acid. It is a conjugate acid of a N-(9Z,12Z,15Z)-octadecatrienoylglycinate. CC/C=C\\C/C=C\\C/C=C\\CCCCCCCC(=O)NCC(=O)O